CC1CCC(C(C1)=O)C(C)C (Z)-5-Methyl-2-(1-methylethyl)-cyclohexanone